(S)-(1-methylpyrrolidin-2-yl)methylamine CN1[C@@H](CCC1)CN